BrC=1C=C2C(C=C(NC2=CC1)O)=O 6-bromo-2-hydroxyquinolin-4(1H)-one